C(C)N(CC)CCCOC(OCCCN(CCCCCCCC(=O)OC(CCCCCCCC)CCCCCCCC)CCCCCCOC(=O)OCCCCCCCCC)=O heptadecan-9-yl 3-ethyl-13-(6-(((nonyloxy)carbonyl)oxy)hexyl)-8-oxo-7,9-dioxa-3,13-diazahenicosan-21-oate